(±)-N-(3-bromo-2-fluorophenyl)-8-[2-(dimethylamino)ethyl]-7,8-dihydro[1,4]dioxino[2,3-g]quinazolin-4-amine BrC=1C(=C(C=CC1)NC1=NC=NC2=CC3=C(C=C12)OC[C@H](O3)CCN(C)C)F |r|